C[C@H](CC[C@@H](C(C)(C)O)O)[C@H]1CC[C@@H]2[C@@]1(CC[C@H]3[C@H]2CC=C4[C@@]3(CC[C@@H](C4)O)C)C The molecule is an oxysterol that is cholesterol which is substituted by hydroxy groups at positions 24S and 25. It has a role as a human metabolite. It is an oxysterol, a 3beta-sterol, a 25-hydroxy steroid, a 24-hydroxy steroid and a 3beta-hydroxy-Delta(5)-steroid. It derives from a cholesterol.